OC(=O)C(F)(F)F.CC1(CC1)C(=O)N1[C@@H](CNCC1)C (R)-(1-methylcyclopropyl)(2-methyl-piperazin-1-yl)methanone TFA salt